4,5-dichloro-2-(2-methyl-2H-indazol-5-yl)-6-nitropyridazin-3(2H)-one ClC=1C(N(N=C(C1Cl)[N+](=O)[O-])C1=CC2=CN(N=C2C=C1)C)=O